ClC=1C=C(C=CC1C1(CC1)C(F)(F)F)C(=O)[C@@H]1[C@H](C1)C(=O)O (1S,2S)-2-({3-chloro-4-[1-(trifluoromethyl)cyclopropyl]phenyl}carbonyl)cyclopropane-1-carboxylic acid